FC1=C(C=CC(=C1)OC)C=1C=C2CC([C@H](C2=CC1C)NC(O[C@@H]1CN2CCC1CC2)=O)(C)C (S)-quinuclidin-3-yl ((R)-5-(2-fluoro-4-methoxyphenyl)-2,2,6-trimethyl-2,3-dihydro-1H-inden-1-yl)carbamate